Methyl (2RS)-6-[(tert-butoxycarbonyl)hydrazono]piperidine-2-carboxylate C(C)(C)(C)OC(=O)NN=C1CCC[C@@H](N1)C(=O)OC |r|